tert-butyl ((1r,3r)-3-(4-(2-(4-((5-chloro-6-(2H-1,2,3-triazol-2-yl)pyridin-3-yl)oxy) phenyl)propan-2-yl)phenoxy)cyclobutyl)carbamate ClC=1C=C(C=NC1N1N=CC=N1)OC1=CC=C(C=C1)C(C)(C)C1=CC=C(OC2CC(C2)NC(OC(C)(C)C)=O)C=C1